tert-butyl 3-(4-(2-ethoxy-2-oxoethyl)piperidin-1-yl)azetidine-1-carboxylate C(C)OC(CC1CCN(CC1)C1CN(C1)C(=O)OC(C)(C)C)=O